BrC1=C(C=C(C2=C1N=NS2)Br)C 4,7-dibromo-5-methyl-benzothiadiazole